tert-butyl N-(5,8,11,14,17-pentaoxa-2-azanonadecan-19-yl)carbamate CNCCOCCOCCOCCOCCOCCNC(OC(C)(C)C)=O